CN(C=1SC2=NC(=CC=C2N1)C1=C(C=C(C=C1)C=1C=NNC1)O)C1CC(NC(C1)(C)C)(C)C 2-{2-[Methyl-(2,2,6,6-tetramethylpiperidin-4-yl)amino][1,3]thiazolo[5,4-b]pyridin-5-yl}-5-(1H-pyrazol-4-yl)phenol